5-(((3-(5-(Hydroxy(phenyl)ethyl)-1,2,4-oxadiazol-3-yl)-5-(trifluoromethyl)phenyl)amino)methyl)thiophene-2-carboxylic acid OC(CC1=NC(=NO1)C=1C=C(C=C(C1)C(F)(F)F)NCC1=CC=C(S1)C(=O)O)C1=CC=CC=C1